(8-(2-fluoro-6-methoxy-4-((2-methoxyethyl)amino)-3-nitrophenyl)-1-iodoindolizin-3-yl)(3,4,5-trifluorophenyl)methanone FC1=C(C(=CC(=C1[N+](=O)[O-])NCCOC)OC)C1=CC=CN2C(=CC(=C12)I)C(=O)C1=CC(=C(C(=C1)F)F)F